10-(ethoxycarbonyl)-8-methyl-7H-indolo[7,1-fg][1,7]naphthyridin-8-ium iodide [I-].C(C)OC(=O)C=1C=[N+](C=2CN3C4=C(C2C1)C=CC=C4C=C3)C